NC1=CC=C(C=C1)NC1=NC=C(C=C1)N 2-N-(4-aminophenyl)pyridine-2,5-diamine